ClC1=C(C(=CC=C1Cl)OC)C(C1=CC=NC=C1)NC [(2,3-dichloro-6-methoxyphenyl)(pyridin-4-yl)methyl](methyl)amine